3-((2-((S)-cycloheptyl(1-ethyl-1H-pyrazole-5-carboxamido)methyl)imidazo[1,2-b]pyridazin-6-yl)methyl)-2-oxopyrrolidine-3-carboxylic acid C1(CCCCCC1)[C@@H](C=1N=C2N(N=C(C=C2)CC2(C(NCC2)=O)C(=O)O)C1)NC(=O)C1=CC=NN1CC